CC(C(=O)N[C@H]1CN(CC1)C)(COC1=C(C=CC=C1)C(F)(F)F)C (R)-2,2-dimethyl-N-(1-methylpyrrolidin-3-yl)-3-(2-(trifluoromethyl)phenoxy)propanamide